((1R,3S)-3-((4-(5-cyano-2,2-dimethyl-2,3-dihydro-1H-pyrrolizin-7-yl)pyridin-2-yl)carbamoyl)cyclohexyl)carbamic acid tert-butyl ester C(C)(C)(C)OC(N[C@H]1C[C@H](CCC1)C(NC1=NC=CC(=C1)C=1C=C(N2CC(CC12)(C)C)C#N)=O)=O